7,8-dichloro-6-(2,6-difluoro-3-methoxy-phenyl)-1-methyl-4H-[1,2,4]triazolo[4,3-a][1,4]benzodiazepine ClC1=C(C=CC2=C1C(=NCC=1N2C(=NN1)C)C1=C(C(=CC=C1F)OC)F)Cl